4-CHLORO-PYRROL-3-YLBORONIC ACID ClC=1C(=CNC1)B(O)O